(2R,3R,4R,5S)-N-(3-carbamoyl-4-fluorophenyl)-3-(2-(difluoromethoxy)-3,4-difluorophenyl)-4,5-dimethyl-5-(trifluoromethyl)tetrahydrofuran-2-carboxamide C(N)(=O)C=1C=C(C=CC1F)NC(=O)[C@@H]1O[C@@]([C@@H]([C@@H]1C1=C(C(=C(C=C1)F)F)OC(F)F)C)(C(F)(F)F)C